1,5-dimethyl-6,7-dihydro-4H-2-benzothiophen-5-amine CC=1SC=C2C1CCC(C2)(N)C